2-chloro-6-methoxy-7-methylquinoline ClC1=NC2=CC(=C(C=C2C=C1)OC)C